OC=1C=C(C=CC1O)CC(=O)Cl 3,4-dihydroxyphenylacetyl chloride